4-((S)-2-(dimethylamino)-3-((R)-3-(2-methylpyrimidin-5-yl)-3-(1-(trifluoromethyl)cyclopropyl)propanamido)propyl)-2-fluorobenzamide CN([C@@H](CC1=CC(=C(C(=O)N)C=C1)F)CNC(C[C@@H](C1(CC1)C(F)(F)F)C=1C=NC(=NC1)C)=O)C